S1C=NC2=C1C=C(C=C2)\C=C/2\C(NC(=N2)NC2=CC1=C(N=C(S1)C)C=C2)=O (Z)-5-(benzo[d]thiazol-6-ylmethylene)-2-((2-methylbenzo[d]thiazol-6-yl)amino)-3,5-dihydro-4H-imidazol-4-one